N-(3-(4-(4-(quinoxalin-2-yl)-1H-pyrazol-1-yl)piperidin-1-yl)phenyl)-1,4-dioxaspiro[4.5]decan-8-amine N1=C(C=NC2=CC=CC=C12)C=1C=NN(C1)C1CCN(CC1)C=1C=C(C=CC1)NC1CCC2(OCCO2)CC1